O=C1N(C(CC1)=O)N(C(O)=O)C1=CC=C(C=C1)C(NCCN(CC)CC)=O.N=1C=CN2C1C=CC(=C2)CC=C (E)-3-(imidazo[1,2-a]pyridin-6-yl)propene 2,5-dioxopyrrolidin-1-yl-(4-((2-(diethylamino)ethyl)carbamoyl)phenyl)carbamate